(S)-2-amino-4-((1-hydroxypentan-2-yl)amino)-6-(2-methoxy-4-(pyrrolidin-1-ylmethyl)benzyl)pyrido[4,3-d]pyrimidin-5(6H)-one NC=1N=C(C2=C(N1)C=CN(C2=O)CC2=C(C=C(C=C2)CN2CCCC2)OC)N[C@H](CO)CCC